C(OCC1=CC=C(C=C1)N(C)C)(OC1=CC=C(C=C1)[N+](=O)[O-])=S O-(4-(dimethylamino) benzyl) O-(4-nitrophenyl) thiocarbonate